BrC1=NN(C(=N1)C=O)C1OCCCC1 3-bromo-1-(tetrahydro-2H-pyran-2-yl)-1H-1,2,4-triazole-5-carbaldehyde